C(C)S(=O)(=O)N1CC(C1)(N1N=CC(=C1)C1=CC=CC=2N1N=C(N2)NC=2C=NN(C2)C)CC#N 2-(1-(ethanesulfonyl)-3-(4-(2-((1-methyl-1H-pyrazol-4-yl)amino)-[1,2,4]triazolo[1,5-a]pyridin-5-yl)-1H-pyrazol-1-yl)azetidin-3-yl)acetonitrile